C[C@H]1N(CCN(C1)C)C=1C(=C2C(=CN1)NC(=C2C(C)C)C=2C=C(C=1N(C2)N=CN1)OC)F (R)-6-(5-(2,4-dimethylpiperazin-1-yl)-4-fluoro-3-isopropyl-1H-pyrrolo[2,3-c]pyridin-2-yl)-8-methoxy-[1,2,4]triazolo[1,5-a]pyridine